(4-cyclopropyloxy-2-(2H-1,2,3-triazol-2-yl)phenyl)(5-(5-fluoro-4,6-dimethylpyrimidin-2-yl)-3,3a,4,6a-tetrahydrocyclopenta[c]pyrrol-2(1H)-yl)methanone C1(CC1)OC1=CC(=C(C=C1)C(=O)N1CC2C(C1)CC(=C2)C2=NC(=C(C(=N2)C)F)C)N2N=CC=N2